C(C)C1(CSC2=C(N(C1=O)C1=CC=CC=C1)C=C(C(=C2)OC)I)C(C)C 3-ethyl-7-iodo-3-isopropyl-8-methoxy-5-phenyl-2,3-dihydro-1,5-benzothiazepine-4(5H)-one